C(C)(C)(C)C1=C(C(=CC(=C1)C)N1N=C2C(=N1)C=CC(=C2)Cl)O 2-tert-butyl-6-(5-chloro-2H-benzotriazole-2-yl)-4-methylphenol